FC1=CC=C(C=C1)C1(CC1)N1C2=NC(=NC=C2NC1=O)C1=C(C=CC=C1)C(C)C 9-(1-(4-fluorophenyl)cyclopropyl)-2-(2-isopropylphenyl)-7,9-dihydro-8H-purin-8-one